2,2,2-trichloroethyl 6,7-dihydrothieno[3,2-c]pyridine-5(4H)-carboxylate S1C=CC=2CN(CCC21)C(=O)OCC(Cl)(Cl)Cl